C(N)(OC(CCCNC1=NON=C1C=1N(OC(N1)=O)C1=CC(=C(C=C1)F)Br)(C)C)=O [2-({4-[2-(3-bromo-4-fluorophenyl)-5-oxo-2,5-dihydro-1,2,4-oxadiazol-3-yl]-1,2,5-oxadiazol-3-yl} amino) ethyl]Tert-butyl carbamate